Rac-N-(7-chloro-6-(4-(4-hydroxy-3-methyltetrahydrofuran-3-yl)piperazin-1-yl)isoquinolin-3-yl)-7-oxaspiro[3.5]nonane-1-carboxamide ClC1=C(C=C2C=C(N=CC2=C1)NC(=O)C1CCC12CCOCC2)N2CCN(CC2)C2(COCC2O)C